ClC=1C=CC(=C(C1)N1CC(N(CC1=O)C(C(=O)NC1=CC2=CN(N=C2C=C1)C)CC1=CC=CC=C1)=O)N1N=NC=C1 2-(4-(5-chloro-2-(1H-1,2,3-triazol-1-yl)phenyl)-2,5-dioxopiperazin-1-yl)-N-(2-methyl-2H-indazol-5-yl)-3-phenylpropanamide